1-Ethyl-1-butylpyrrolidinium fluorid [F-].C(C)[N+]1(CCCC1)CCCC